(S)-4-((1-(4-chloro-8-(4-(2-hydroxyphenyl)piperazin-1-yl)-1-oxo-2-phenyl-1,2-dihydroisoquinolin-3-yl)ethyl)amino)pyrido[2,3-d]pyrimidin-5(8H)-one Silver bismuth iodide [Bi](I)(I)I.[Ag].ClC1=C(N(C(C2=C(C=CC=C12)N1CCN(CC1)C1=C(C=CC=C1)O)=O)C1=CC=CC=C1)[C@H](C)NC=1C2=C(N=CN1)NC=CC2=O